C(C1CO1)OC1=C(C(=O)NC1=O)C1=CC=CC=C1 glycidyloxyphenyl-maleimide